4-(1,3-dioxolan-2-yl)-2-methyl-1-(p-tolyl)butyl acetate C(C)(=O)OC(C(CCC1OCCO1)C)C1=CC=C(C=C1)C